CC=1N(C(=CC1)C)NC(C(NN1C(=CC=C1C)C)=O)=O bis(2,5-dimethylpyrrol-1-yl)oxamide